CC1=CC2=C(NC3=C(N(C2=O)CCC)C=CC=C3)N=C1 3-methyl-6-propyl-6,11-dihydro-5H-benzo[b]pyrido[2,3-e][1,4]diazepin-5-one